C(NC(=O)NC1NC(N(C1=O)CO)=O)NC(=O)NC1NC(N(C1=O)CO)=O methylenebis{N'-[1-(hydroxymethyl)-2,5-dioxo-4-imidazolidinyl]urea}